(Methacryloyloxy)ethyl-dimethyl-(3-sulfopropyl)ammonium C(C(=C)C)(=O)OCC[N+](CCCS(=O)(=O)O)(C)C